N-(4-(4-allylpiperazin-1-yl)-6-fluoropyridin-3-yl)-2-((2-hydroxy-2-methylpent-4-en-1-yl)amino)pyrimidine-4-carboxamide C(C=C)N1CCN(CC1)C1=C(C=NC(=C1)F)NC(=O)C1=NC(=NC=C1)NCC(CC=C)(C)O